C(C)OC(C(=CC=1C=C(C=CC1)C(C(=O)NN(C(=O)OC(C)(C)C)C)(C([2H])([2H])[2H])COCC(CS(=O)(=O)CCO)(C)C)C)=O tert-butyl 2-(2-(3-(3-ethoxy-2-methyl-3-oxoprop-1-en-1-yl)phenyl)-2-((3-((2-hydroxyethyl)sulfonyl)-2,2-dimethylpropoxy)methyl)propanoyl-3,3,3-d3)-1-methylhydrazine-1-carboxylate